N=1C(CCC1)C=1C=C(C=NC1)C1CCC(N1C)=O 5-(5-(3,4-dihydro-2H-pyrrol-2-yl)pyridin-3-yl)-1-methylpyrrolidin-2-one